benzenesulfonanilide C1(=CC=CC=C1)S(=O)(=O)NC1=CC=CC=C1